3-(6-(2-oxo-3-phenylimidazolin-1-yl)-2-azabicyclo[2.2.1]heptan-2-yl)-5-((4-(piperidin-4-yl)phenyl)amino)-1,2,4-triazin-6-carboxamide O=C1N(CCN1C1=CC=CC=C1)C1CC2CN(C1C2)C=2N=NC(=C(N2)NC2=CC=C(C=C2)C2CCNCC2)C(=O)N